BrC1=C(C=C(C=C1)NC=C1C(OC(OC1=O)(C)C)=O)F 5-((4-bromo-3-fluorophenylamino)methylene)-2,2-dimethyl-1,3-dioxane-4,6-dione